2,2'-azobis{2-methyl-N-[1,1-bis(hydroxymethyl)ethyl]propionamide} N(=NC(C(=O)NC(C)(CO)CO)(C)C)C(C(=O)NC(C)(CO)CO)(C)C